C(C)(C)(C)OC(=O)N1C(C(CCC1)NS(=O)(=O)C)CC1=NC(=CC=C1)C1=CC=CC=C1 3-((methylsulfonyl)amino)-2-((6-phenylpyridin-2-yl)methyl)piperidine-1-carboxylic acid tert-butyl ester